Tert-Butyl N-[(1s,4s)-4-(N-{1-[(cyclohexylmethyl)carbamoyl]-1-oxopropan-2-yl}-formamido)cyclohexyl]carbamate C1(CCCCC1)CNC(=O)C(C(C)N(C=O)C1CCC(CC1)NC(OC(C)(C)C)=O)=O